4-amino-N-ethyl-1-methyl-N-((3R)-6-(trifluoromethyl)-2,3-dihydro-1-benzofuran-3-yl)-1H-pyrazolo[4,3-c]-[1,7]naphthyridine-8-carboxamide NC1=NC=2C=NC(=CC2C2=C1C=NN2C)C(=O)N([C@H]2COC1=C2C=CC(=C1)C(F)(F)F)CC